3-(4-(7,7-difluoro-2-((2S,3R)-3-hydroxy-2-methylazetidin-1-yl)-6,7-dihydro-5H-cyclopenta[d]pyrimidin-4-yl)phenyl)azetidine-3-carbonitrile FC1(CCC2=C1N=C(N=C2C2=CC=C(C=C2)C2(CNC2)C#N)N2[C@H]([C@@H](C2)O)C)F